C(C)(C)(C)OC(CC[C@H](NC(OCC1C2=CC=CC=C2C=2C=CC=CC12)=O)C(NCCOCCOCCC(=O)O)=O)=O (S)-5-(3-(tert-butoxy)-3-oxopropyl)-1-(9H-fluoren-9-yl)-3,6-dioxo-2,10,13-trioxa-4,7-diazahexadecan-16-oic acid